FC1=CC=C(C=C1)C(C)(C)C Fluoro-4-tert-butylbenzene